C(#N)C(=CC1C(C1C(=O)OCC1=C(C(=C(C(=C1F)F)COC)F)F)(C)C)C [2,3,5,6-tetrafluoro-4-(methoxy methyl)phenyl]methyl 3-(2-cyano-1-propen-1-yl)-2,2-dimethylcyclopropanecarboxylate